4-((R)-2-azidobut-2-yl)-6-chloro-1-(((2R,4R)-4-(ethylsulfonyl)pent-2-yl)oxy)-2,7-naphthyridine N(=[N+]=[N-])[C@](C)(CC)C1=CN=C(C2=CN=C(C=C12)Cl)O[C@H](C)C[C@@H](C)S(=O)(=O)CC